CNS(=O)(=O)C=1C=C2CCNC2=CC1 N-Methylindoline-5-sulfonamide